C(C)(C)(C)OC(=O)NC(CC(=O)OC)C1=CC=CC=C1 Methyl 3-((tert-Butoxycarbonyl) amino)-3-phenylpropionate